(E)-N-(1-(2-fluorophenyl)-2,3-diphenylallyl)-2,4,6-trimethylbenzenesulfonamide FC1=C(C=CC=C1)C(\C(=C\C1=CC=CC=C1)\C1=CC=CC=C1)NS(=O)(=O)C1=C(C=C(C=C1C)C)C